(2H-1,2,3-triazol-4-yl)methanone N=1NN=C(C1)C=O